1-(4-(dimethylamino)phenyl)-6-methoxyisoquinolin-7-ol CN(C1=CC=C(C=C1)C1=NC=CC2=CC(=C(C=C12)O)OC)C